hexadienediol diacrylate C(C=C)(=O)OC(=CC=CCC)OC(C=C)=O